methyl 4-((tert-butylsulfinyl)amino)-4-(4-chloro-2-(1-methyl-1H-pyrazol-4-yl)phenyl)-2-methylenebutanoate C(C)(C)(C)S(=O)NC(CC(C(=O)OC)=C)C1=C(C=C(C=C1)Cl)C=1C=NN(C1)C